OC1=C(C=C(C=C1)\C=N\NC1=CC=C(C(=O)O)C=C1)OC 4-[(2E)-2-[(4-hydroxy-3-methoxy-phenyl)methylene]hydrazino]benzoic acid